tert-butyl 4-(1-benzyloxypyrazol-3-yl)-3,6-dihydro-2H-pyridine-1-carboxylate C(C1=CC=CC=C1)ON1N=C(C=C1)C=1CCN(CC1)C(=O)OC(C)(C)C